CC1=CN=C2N1N=C(C=C2)C2=CNC=1N=C(N=CC12)C=1C=C2C=CC=NC2=CC1 6-(5-(3-methylimidazo[1,2-b]pyridazin-6-yl)-7H-pyrrolo[2,3-d]pyrimidin-2-yl)quinoline